3,6-bis(9-isocyanatononyl)-4,5-bis(1-heptenyl)cyclohexene N(=C=O)CCCCCCCCCC1C=CC(C(C1C=CCCCCC)C=CCCCCC)CCCCCCCCCN=C=O